FC=1C=C(C=C(C1F)OCC1=NN(C=N1)C)[C@H]1[C@@H](C1)C=1C=NC(=NC1)C1=NC=CC=N1 trans-5-(2-(3,4-difluoro-5-((1-methyl-1H-1,2,4-triazol-3-yl)methoxy)phenyl)cyclopropyl)-2,2'-bipyrimidine